C(C)OC1=NC=C(C=N1)C=1C(=CC(=C(C1)NC(=O)C1=CNC(C=C1C(F)(F)F)=O)N1CCN(CC1)C)F N-[5-(2-ethoxypyrimidin-5-yl)-4-fluoro-2-(4-methylpiperazin-1-yl)phenyl]-6-oxo-4-(trifluoromethyl)-1H-pyridine-3-carboxamide